1,4,2-Dioxazol O1N=COC1